C(#N)C=1C=C(C=CC1)C1(CC1)OCC(=O)N1CC2CCC(C1)N2C2=NC=C(C#N)C=C2 6-(3-(2-(1-(3-cyanophenyl)cyclopropoxy)acetyl)-3,8-diazabicyclo[3.2.1]octan-8-yl)nicotinonitrile